CC(C)(OOO)C1=CC=C(C=C1)C(C)(C)OOO 1,4-di(1-methyl-1-hydroxyperoxyethyl)benzene